COC1=C(C=C(N)C=C1)S(F)(F)(F)(F)F 4-Methoxy-3-(pentafluoro-λ6-mercapto)aniline